6-[[5-cyclopropyl-3-(2,2,2-trifluoroethoxy)-2-pyridyl]oxy]-3-methyl-N-(4-methyl-1,1-dioxo-thian-4-yl)imidazo[1,2-a]pyridine-2-carboxamide C1(CC1)C=1C=C(C(=NC1)OC=1C=CC=2N(C1)C(=C(N2)C(=O)NC2(CCS(CC2)(=O)=O)C)C)OCC(F)(F)F